C(C=C)(=O)N1[C@H](CN(CC1)C1=NC(=NC=2CC(CCC12)N1CCC2=CC=CC=C12)OC[C@H]1N(CCC1)CCOC)CC#N 2-((2S)-1-Acryloyl-4-(7-(indolin-1-yl)-2-(((S)-1-(2-methoxyethyl)pyrrolidin-2-yl)methoxy)-5,6,7,8-tetrahydroquinazolin-4-yl)piperazin-2-yl)acetonitrile